CC1(COB(O1)C(=C)C)C 5,5-dimethyl-2-(isopropen-1-yl)-1,3,2-dioxaborolane